CSC1=NC=CN=C1 Pyrazinyl Methyl Sulfide